((2-(2,6-dioxopiperidin-3-yl)-1-oxoisoindolin-4-yl) oxy) octanoate C(CCCCCCC)(=O)OOC1=C2CN(C(C2=CC=C1)=O)C1C(NC(CC1)=O)=O